C(C)(C)(C)OC(N[C@H]1C2N(CC1CC2)C(=O)C=2C=C(C=1N(C2)N=C(C1C)C1=CC=2C(=NC=CC2)N1CC1CC1)F)=O tert-Butyl-((7R)-2-(2-(1-(cyclopropylmethyl)-1H-pyrrolo[2,3-b]pyridin-2-yl)-4-fluoro-3-methylpyrazolo[1,5-a]pyridine-6-carbonyl)-2-azabicyclo[2.2.1]heptan-7-yl)carbamate